M-tert-butyltoluene C(C)(C)(C)C=1C=C(C)C=CC1